ClC1=CNC=2N=C(N=C(C21)NC2CNCC21CC1)NC=1C=NN(C1)CC 5-chloro-N2-(1-ethyl-1H-pyrazol-4-yl)-N4-(5-azaspiro[2.4]heptan-7-yl)-7H-pyrrolo[2,3-d]pyrimidine-2,4-diamine